4-(2-(3,5-Dichloro-4-(2-chloroethoxy)phenyl)propan-2-yl)phenol ClC=1C=C(C=C(C1OCCCl)Cl)C(C)(C)C1=CC=C(C=C1)O